N'-(2-hydroxy-3,5-dimethoxybenzylidene)pyrazine-2-carbohydrazide OC1=C(C=NNC(=O)C2=NC=CN=C2)C=C(C=C1OC)OC